FC(C)(F)C=1C=C(C=CC1)NC(=O)C=1C(=NN(C1C)C1=CC=C(C=C1)OC(F)F)C N-(3-(1,1-difluoroethyl)phenyl)-1-(4-(difluoromethoxy)phenyl)-3,5-dimethyl-1H-pyrazole-4-carboxamide